CC(CC)CCC=C(C)C 3,7-dimethyloct-6-ene